6-Chloro-7-methoxy-2-methyl-3-(3'-(pentafluoro-λ6-sulfaneyl)-[1,1'-biphenyl]-4-yl)quinolin-4(1H)-one ClC=1C=C2C(C(=C(NC2=CC1OC)C)C1=CC=C(C=C1)C1=CC(=CC=C1)S(F)(F)(F)(F)F)=O